BrC1=CC=C(C=N1)N1N=C(C=2C[C@@H]3[C@H](C12)C3)C(=O)O (1aR,5aR)-2-(6-Bromopyridin-3-yl)-1a,2,5,5a-tetrahydro-1H-2,3-diaza-cyclopropa[a]pentalene-4-carboxylic Acid